C(C=C)(=O)N1C(COCC1)C=1C=C(C=C(C1)Cl)C1=NC=CC(=N1)C(=O)N 2-(3-(4-acryloylmorpholin-3-yl)-5-chlorophenyl)pyrimidine-4-carboxamide